7-hydroxy-8-((1R,6R)-3-methyl-6-(prop-1-en-2-yl)cyclohex-2-en-1-yl)-5-propyl-4H-benzo[d][1,3]dioxin-4-one OC=1C=C(C2=C(OCOC2=O)C1[C@@H]1C=C(CC[C@H]1C(=C)C)C)CCC